2,6-bis((S)-4-mesityl-4,5-dihydrooxazol-2-yl)pyridine C1(=C(C(=CC(=C1)C)C)[C@@H]1N=C(OC1)C1=NC(=CC=C1)C=1OC[C@@H](N1)C1=C(C=C(C=C1C)C)C)C